ClC1=NC2=CC(=CC=C2C=C1C1CC(=NN1C(CCCC(=O)OCC)=O)C1=CC=C(C=C1)C1=CC=C(C=C1)N1CCOCC1)OCC Ethyl 5-(5-(2-chloro-7-ethoxyquinolin-3-yl)-3-(4'-morpholino-[1,1'-biphenyl]-4-yl)-4,5-dihydro-1H-pyrazol-1-yl)-5-oxopentanoate